tert-Butyl 4-(5-fluoro-6-oxo-1,6-dihydropyridin-2-yl)piperidine-1-carboxylate FC1=CC=C(NC1=O)C1CCN(CC1)C(=O)OC(C)(C)C